tert-butyl (2S,6S*)-2-[(benzyloxy)methyl]-6-[(tert-butyldimethylsilyl)oxy]-6-methyl-1,4-oxazepane-4-carboxylate C(C1=CC=CC=C1)OC[C@H]1OC[C@@](CN(C1)C(=O)OC(C)(C)C)(C)O[Si](C)(C)C(C)(C)C |o1:12|